(2-((5-chloro-2-((3-chloro-4-(7-((2-hydroxyethyl)amino)-2-azaspiro[3.5]nonan-2-yl)phenyl)amino)pyrimidin-4-yl)amino)phenyl)dimethylphosphine oxide ClC=1C(=NC(=NC1)NC1=CC(=C(C=C1)N1CC2(C1)CCC(CC2)NCCO)Cl)NC2=C(C=CC=C2)P(C)(C)=O